(R)-3-((1-([1,1'-Bi(cyclopropane)]-1-carbonyl)-4-hydroxypiperidin-4-yl)methyl)-6-chloro-7-(4-(6,6-dimethylmorpholin-3-yl)phenyl)-3,7-dihydro-4H-pyrrolo[2,3-d]pyrimidin-4-one C1(CC1)(C1CC1)C(=O)N1CCC(CC1)(O)CN1C=NC2=C(C1=O)C=C(N2C2=CC=C(C=C2)[C@H]2NCC(OC2)(C)C)Cl